(S)-2-(((tert-butoxycarbonyl)amino)methyl)-11,11-dimethyl-4,9-dioxo-5,10-dioxa-3,8-diazadodecyl methanesulfonate CS(=O)(=O)OC[C@@H](NC(OCCNC(OC(C)(C)C)=O)=O)CNC(=O)OC(C)(C)C